6-fluoro-4-(1-isobutyrylpiperidin-4-yl)-N-(1-methylcyclopropyl)-9H-pyrimido[4,5-b]Indole-7-sulfonamide FC=1C=C2C3=C(NC2=CC1S(=O)(=O)NC1(CC1)C)N=CN=C3C3CCN(CC3)C(C(C)C)=O